5-benzyl-3-(4-nitrophenyl)-1H-pyrazole C(C1=CC=CC=C1)C1=CC(=NN1)C1=CC=C(C=C1)[N+](=O)[O-]